methyl (E)-3-(4-(benzyloxy)phenyl)acrylate C(C1=CC=CC=C1)OC1=CC=C(C=C1)/C=C/C(=O)OC